bis-(4-aminophenyl)-1,4-diazacycloheptane NC1=CC=C(C=C1)N1CCN(CCC1)C1=CC=C(C=C1)N